O[C@H](C(=O)O)C.BrC1=CC2=C(N=C(C=3N2C=NN3)N3CC(C3)NC)N=C1 1-(8-bromopyrido[2,3-e][1,2,4]triazolo[4,3-a]pyrazin-4-yl)-N-methylazetidin-3-amine (S)-2-hydroxypropanoic acid salt